C(C)(C)(CC)C1=CC=C(C=C1)NC1CC(CC1)NC(OC(C)(C)C)=O tert-butyl (3-((4-(tert-pentyl)phenyl)amino)cyclopentyl)carbamate